C1(CCCC1)N1C2=NC(=NC=C2N=C1NC1=CC=CC=C1)NC1=CC=C(C=C1)N1CCC(CC1)N(C)CC1=CC(=C2C(N(C(C2=C1)=O)C1C(NC(CC1)=O)=O)=O)F 6-(((1-(4-((9-cyclopentyl-8-(phenylamino)-9H-purin-2-yl)amino)phenyl)piperidin-4-yl)(methyl)amino)methyl)-2-(2,6-dioxopiperidin-3-yl)-4-fluoroisoindoline-1,3-dione